(2R)-2-[2,3-dichloro-6-(methoxymethoxy)phenyl]-4-oxopyrrolidine-1-carboxylic acid tert-butyl ester C(C)(C)(C)OC(=O)N1[C@H](CC(C1)=O)C1=C(C(=CC=C1OCOC)Cl)Cl